CC=1OC=C(N1)C1=CC=2C=NC(=CC2N1)NC(=O)C1CC1 N-(2-(2-methyl-oxazol-4-yl)-1H-pyrrolo[3,2-c]pyridin-6-yl)cyclopropanecarboxamide